2-(3-chloropropyl)-2-(1-ethenyl)-1,3-dioxolane ClCCCC1(OCCO1)C=C